CC1([C@H]2CC3=C(C(=C(N=C3[C@@H]1C2)N2CC1(CN(C1)C(C=C)=O)CC2)C#N)C=2C=CC=C1C=NN(C21)C)C (1R,9R)-10,10-dimethyl-6-(1-methyl-1H-indazol-7-yl)-4-(2-(2-propenoyl)-2,6-diazaspiro[3.4]octan-6-yl)-3-azatricyclo[7.1.1.02,7]undeca-2,4,6-triene-5-carbonitrile